1-(pyrrolidin-3-ylmethyl)pyrrolidine dihydrochloride Cl.Cl.N1CC(CC1)CN1CCCC1